COC1=C2CCNCC2=CC(=C1)C=1N=C2C(=NC1)N(C=C2C2=CC(=C(C(=O)OC(C)(C)C)C=C2)C)S(=O)(=O)C2=CC=C(C)C=C2 tert-butyl 4-(2-(5-methoxy-1,2,3,4-tetrahydroisoquinolin-7-yl)-5-tosyl-5H-pyrrolo[2,3-b]pyrazin-7-yl)-2-methylbenzoate